FC(CN1C(=NC2=C1C=C(C=C2)OC)NC(CC2=CC(=C(OC1=NC=CC=C1C(=O)N)C=C2)F)=O)F 2-(4-(2-((1-(2,2-difluoroethyl)-6-methoxy-1H-benzo[d]imidazol-2-yl)amino)-2-oxoethyl)-2-fluorophenoxy)pyridine-3-carboxamide